4-(bis(2-hydroxyethyl)amino)-3-methoxy-N-(5-(5-methyl-1H-pyrazol-1-yl)-1,3,4-thiadiazol-2-yl)-2-oxo-2H-pyran-6-carboxamide OCCN(C1=C(C(OC(=C1)C(=O)NC=1SC(=NN1)N1N=CC=C1C)=O)OC)CCO